(4-(6-Chloro-3-cyano-4-((S)-3-(cyanomethyl)piperazin-1-yl)-8-fluoroquinolin-7-yl)-7-Fluorobenzo[d]thiazol-2-yl)carbamate ClC=1C=C2C(=C(C=NC2=C(C1C1=CC=C(C2=C1N=C(S2)NC([O-])=O)F)F)C#N)N2C[C@@H](NCC2)CC#N